NC1=NC=CC=C1C1=NC=2C(=NC(=CC2)Cl)N1C1=CC=C(CNC(OC(C)(C)C)=O)C=C1 tert-butyl (4-(2-(2-aminopyridin-3-yl)-5-chloro-3H-imidazo[4,5-b]pyridin-3-yl)benzyl)carbamate